C(C)(C)C1C=CN2C=CC=C12 isopropyl-pyrrolizine